C(C)(C)(C)OC(N(C)[C@H](C(=O)NCC1CCC=2C(=C(NC2C1)C=C1C(NC2=CC=C(C=C12)F)=O)C)C)=O N-[(1S)-2-[[2-[(5-fluoro-2-oxo-indol-3-ylidene)methyl]-3-methyl-4,5,6,7-tetrahydro-1H-indol-6-yl]methylamino]-1-methyl-2-oxo-ethyl]-N-methyl-carbamic acid tert-butyl ester